C1=C(C=CC2=CC=CC=C12)C1=NN(C2=NC(=NC(=C21)C#N)S(=O)(=O)C)COCC[Si](C)(C)C 3-(Naphthalen-2-yl)-6-(methylsulfonyl)-1-((2-(trimethylsilyl)ethoxy)methyl)-1H-pyrazolo[3,4-d]pyrimidine-4-carbonitrile